1-(3-(2-methoxy-1-((2-(trimethylsilyl)ethoxy)methyl)-1H-imidazol-4-yl)pyridine-2-yl)-4-methylpiperazine COC=1N(C=C(N1)C=1C(=NC=CC1)N1CCN(CC1)C)COCC[Si](C)(C)C